S1C=NC2=C1C=C(C=C2)C=2C=C(C(=O)NC=1N(C=C(N1)CCCC(=O)N1CCC(CC1)N(C)C)C1=CC=CC=C1)C=CC2 3-(benzo[d]thiazol-6-yl)-N-(4-(4-(4-(dimethylamino)piperidin-1-yl)-4-oxobutyl)-1-phenyl-1H-imidazol-2-yl)benzamide